3-[(1R,3r,5S)-8-(2-{(cyclohexylmethyl)[(2S)-2,3-dihydroxypropionyl]amino}ethyl)-8-azabicyclo[3.2.1]oct-3-yl]benzamide C1(CCCCC1)CN(CCN1[C@H]2CC(C[C@@H]1CC2)C=2C=C(C(=O)N)C=CC2)C([C@H](CO)O)=O